4-cyclopropyl-2-(4,6-dichloropyrimidin-2-yl)thiazole C1(CC1)C=1N=C(SC1)C1=NC(=CC(=N1)Cl)Cl